3,5-dimethyl-4-methoxycarbonylethyl-pyrrolidone CC1C(NC(C1CCC(=O)OC)C)=O